C(C=C)(=O)N1C(CN(CC1)C1=NC=NC2=CC(=C(C=C12)C1=CC=C(C=C1)Cl)Cl)CC#N 2-(1-acryloyl-4-(7-chloro-6-(4-chlorophenyl)quinazolin-4-yl)piperazin-2-yl)acetonitrile